ClC=1C=CC(=C(N)C1)C=1NC=CN1 5-chloro-2-(1H-imidazol-2-yl)aniline